2-(2,5-dimethyl-4-(pyridazin-3-ylmethyl)piperazin-1-yl)-6-fluoro-4-isobutylbenzonitrile CC1N(CC(N(C1)CC=1N=NC=CC1)C)C1=C(C#N)C(=CC(=C1)CC(C)C)F